C(#N)C1=C(SC2=C1C(=CC=C2F)C=2C1=C(C=3C=NC(=NC3C2C)OC[C@H]2N(CCC2)C)CCOC1)NC(OC(C)(C)C)=O tert-Butyl N-[3-cyano-7-fluoro-4-[5-methyl-3-[[(2S)-1-methylpyrrolidin-2-yl]methoxy]-9,10-dihydro-7H-pyrano[4,3-f]quinazolin-6-yl]benzothiophen-2-yl]carbamate